NC1=C(C=CC=C1)B1OC(C(O1)(C)C)(C)C 2-(2-aminophenyl)-4,4,5,5-tetramethyl-1,3,2-dioxaborolane